FC=1C(=C(C=CC1F)[C@H]1[C@@H](OC([C@@H]1C)(C)C)C(=O)NC1=CC(=NC=C1)C(=O)N)OC |r| rac-(2R,3S,4R)-4-[[3-(3,4-difluoro-2-methoxy-phenyl)-4,5,5-trimethyl-tetrahydrofuran-2-carbonyl]amino]pyridine-2-carboxamide